(4-((2-amino-3-chloropyridin-4-yl)oxy)-3-fluorophenyl)-1-(pyridazin-3-yl)-5-(trifluoromethyl)-1H-pyrazole-4-carboxamide NC1=NC=CC(=C1Cl)OC1=C(C=C(C=C1)C1=NN(C(=C1C(=O)N)C(F)(F)F)C=1N=NC=CC1)F